F[C@H]1C[C@@H](CNC1)NC1=NC=2N(C(C(=NC2C=N1)C=1C=CC(=NC1)NS(=O)(=O)CC1=CC=CC=C1)=O)C(C)C N-(5-(2-(((3S,5S)-5-fluoropiperidin-3-yl)amino)-8-isopropyl-7-oxo-7,8-dihydropteridin-6-yl)pyridin-2-yl)-1-phenylmethanesulfonamide